ClC=1C2=C(C(N(C1)C1CC1)=O)C(=C(N2)C2=CC(=NC=C2)NC([C@H](CC(F)F)C2=CC=C(C=C2)F)=O)C2=CC=C(C=C2)F |r| (2RS)-N-{4-[7-chloro-5-cyclopropyl-3-(4-fluorophenyl)-4-oxo-4,5-dihydro-1H-pyrrolo[3,2-c]pyridin-2-yl]pyridin-2-yl}-4,4-difluoro-2-(4-fluorophenyl)butanamide